5-(trimethylsilyl)thiazole C[Si](C1=CN=CS1)(C)C